CSC[C@H](NS)C(=O)O S-methyl-mercaptocysteine